(2S)-N-[(1S)-1-(2-amino-2-oxo-ethyl)prop-2-ynyl]-1-[1-(trifluoromethyl)cyclopropanecarbonyl]pyrrolidine-2-carboxamide NC(C[C@@H](C#C)NC(=O)[C@H]1N(CCC1)C(=O)C1(CC1)C(F)(F)F)=O